C(C1=CC=CC=C1)NC=1SC2=C(N1)C=CC(=C2)Br N-benzyl-6-bromo-1,3-benzothiazol-2-amine